tert-Butyl 6-((4-((5-cyclopentyl-1H-pyrazol-3-yl)amino)pyrimidin-2-yl)(methyl)amino)-2-azaspiro[3.3]heptane-2-carboxylate C1(CCCC1)C1=CC(=NN1)NC1=NC(=NC=C1)N(C1CC2(CN(C2)C(=O)OC(C)(C)C)C1)C